BrC1=C(C2=CN(N=C2C=C1)CC(=O)OCC)C ethyl 2-(5-bromo-4-methyl-2H-indazol-2-yl)acetate